6-(2-chloro-5-fluorophenyl)-5-(3-fluoro-5-(trifluoromethyl)benzamido)-8-oxo-1,6,7,8-tetrahydropyrrolo[3,4-g]indazole-3-carboxamide ClC1=C(C=C(C=C1)F)C1NC(C=2C1=C(C=C1C(=NNC21)C(=O)N)NC(C2=CC(=CC(=C2)C(F)(F)F)F)=O)=O